dimethyl 1,3-adamantanedicarboxylate ethyl-((4-(4-(5-fluoroisoindoline-2-carboxamido)phenyl)-3,6-dihydropyridin-1(2H)-yl)sulfonyl)carbamate C(C)OC(NS(=O)(=O)N1CCC(=CC1)C1=CC=C(C=C1)NC(=O)N1CC2=CC=C(C=C2C1)F)=O.C12(CC3(CC(CC(C1)C3)C2)C(=O)OC)C(=O)OC